FC=1C=CC(=NC1)C1(CC1)NC(=O)[C@@H]1CN(CC[C@H]1NC(=O)C=1N=NN(C1)C1=C(C=C(C=C1)F)F)C1CCCCC1 (3R,4R)-1-cyclohexyl-4-{[1-(2,4-difluoro-phenyl)-1H-[1,2,3]triazole-4-carbonyl]-amino}-piperidine-3-carboxylic acid [1-(5-fluoro-pyridin-2-yl)-cyclopropyl]-amide